ClC1=CC(=CS1)C1C[C@H](NCC1)C1=CC=C(C(=O)[O-])C=C1 (S)-4-(4-(5-chlorothiophen-3-yl)piperidin-2-yl)benzoate